2-methyl-isopropyl-1,3-propanediol CC(C(O)C(C)C)CO